methyl-dioctadecylammonium tetrakis(p-trifluoromethylphenyl)borate FC(C1=CC=C(C=C1)[B-](C1=CC=C(C=C1)C(F)(F)F)(C1=CC=C(C=C1)C(F)(F)F)C1=CC=C(C=C1)C(F)(F)F)(F)F.C[NH+](CCCCCCCCCCCCCCCCCC)CCCCCCCCCCCCCCCCCC